ClC1=CC=C(C=C1)NC=1C=2N(C3=C(N1)C=CN=C3)C=NC2C(=O)O 4-((4-chlorophenyl)amino)imidazo[1,5-a]pyrido[4,3-e]pyrazine-3-carboxylic acid